NC1=CC(=NC=C1)C1=NC(=NC(=N1)C1=NC=CC(=C1)N)C1=NC=CC(=C1)N 2,4,6-tris(4-aminopyridyl)-1,3,5-triazine